(R)-(4-(difluoromethyl)oxazol-5-yl)(4-(7-methylpyrazolo[1,5-a]pyridin-2-yl)-6,7-dihydro-1H-imidazo[4,5-c]pyridin-5(4H)-yl)methanone FC(C=1N=COC1C(=O)N1[C@H](C2=C(CC1)NC=N2)C2=NN1C(C=CC=C1C)=C2)F